5-[[(1s,4r)-4-(dimethylamino)-2,2-dimethyl-cyclohexyl]amino]-1,3-benzothiazole-2-carbonitrile CN([C@H]1CC([C@H](CC1)NC=1C=CC2=C(N=C(S2)C#N)C1)(C)C)C